2-(±)-Ethyl 2-(4-(3-(1,1-dimethylethylsulfinamido)oxetan-3-yl)-3-methoxyphenyl)acetate CC(C)([S@@](=O)NC1(COC1)C1=C(C=C(C=C1)CC(=O)OCC)OC)C |r|